C(C)(C)(C)O[C@@H]1[C@@H]([C@@H](C1)NC)CO[Si](C)(C)C(C)(C)C (1R,2S,3S)-3-tert-butoxy-2-[[tert-butyl(dimethyl)silyl]oxymethyl]-N-methyl-cyclobutanamine